(R)-2-(2-chloro-phenyl)-2-hydroxy-propionic acid methyl ester COC([C@](C)(O)C1=C(C=CC=C1)Cl)=O